O1C(C1)C1=CC=C(C=C1)C1=NOC(=N1)C(F)(F)F 3-(4-(oxiran-2-yl)phenyl)-5-(trifluoromethyl)-1,2,4-oxadiazole